ClC=1C=CC(=C2CN(C(C12)=O)C)CC1CC2(CN(C2)CCCC=2C=NNC(C2C)=O)C1 7-chloro-2-methyl-4-((2-(3-(5-methyl-6-oxo-1,6-dihydropyridazin-4-yl)propyl)-2-azaspiro[3.3]heptan-6-yl)methyl)isoindolin-1-one